FC(C1=NN=C(O1)C1=CC(N(C=C1)CC#CC1=CC=CC=C1)=O)F 4-(5-(difluoromethyl)-1,3,4-oxadiazol-2-yl)-1-(3-phenylprop-2-yn-1-yl)pyridin-2(1H)-one